3-(trimethoxysilylpropyl)diethylenetriamine CO[Si](OC)(OC)CCCC(CN)NCCN